1,3-bis(3,5-bis(trifluoroethyl)phenyl)thiourea FC(CC=1C=C(C=C(C1)CC(F)(F)F)NC(=S)NC1=CC(=CC(=C1)CC(F)(F)F)CC(F)(F)F)(F)F